(5S)-5-[3-[[(3S*)-1-benzoyl-4,4-difluoro-pyrrolidin-3-yl]amino]-1,2,4-triazol-4-yl]-2-(cyclopropanecarbonylamino)-N-(cyclopropylmethyl)-4,5,6,7-tetrahydrobenzothiophene-3-carboxamide C(C1=CC=CC=C1)(=O)N1C[C@@H](C(C1)(F)F)NC1=NN=CN1[C@H]1CCC2=C(C(=C(S2)NC(=O)C2CC2)C(=O)NCC2CC2)C1 |o1:10|